3-(5-methylthiazol-2-yl)-N-(1-(2-(trifluoromethyl)pyrimidin-5-yl)ethyl)benzamide CC1=CN=C(S1)C=1C=C(C(=O)NC(C)C=2C=NC(=NC2)C(F)(F)F)C=CC1